N,3,3-trimethylindoline CN1CC(C2=CC=CC=C12)(C)C